CN1N=C(C=C1C)NC1=NC=C(C(=N1)C1=CNC2=C(C=CC=C12)NC(CN1C[C@H](CC1)OC1=NC(=NC=C1F)N1CCN(CC1)C)=O)C (S)-N-(3-(2-((1,5-dimethyl-1H-pyrazol-3-yl)amino)-5-methylpyrimidin-4-yl)-1H-indol-7-yl)-2-(3-((5-fluoro-2-(4-methylpiperazin-1-yl)pyrimidin-4-yl)oxy)pyrrolidin-1-yl)acetamide